2-((1-((S)-3-((S)-sec-butyl)-2-oxo-2,3,4,5-tetrahydro-1H-benzo[e][1,4]diazepine-4-carbonyl)azetidin-3-yl)oxy)-N,N-dimethylacetamide [C@H](C)(CC)[C@@H]1N(CC2=C(NC1=O)C=CC=C2)C(=O)N2CC(C2)OCC(=O)N(C)C